4-fluoro-5-methylisoxazole-3-carboxylic acid hydrazide FC=1C(=NOC1C)C(=O)NN